(S)-3-(5-(difluoromethyl)-1,3,4-thiadiazol-2-yl)-8-(2-(3-hydroxyazetidine-1-carbonyl)morpholino)-N-(1-methylcyclopropyl)imidazo[1,2-a]pyridine-6-sulfonamide FC(C1=NN=C(S1)C1=CN=C2N1C=C(C=C2N2C[C@H](OCC2)C(=O)N2CC(C2)O)S(=O)(=O)NC2(CC2)C)F